CN(C(OC(C)(C)C)=O)[C@@H]1COC2=C1C=CC(=C2)S(=O)(=N)C tert-butyl methyl((3S)-6-(S-methylsulfonimidoyl)-2,3-dihydrobenzofuran-3-yl)carbamate